ClC=1C(=NC(=NC1)NC1=CC(=C(C=C1)N1CCN(CC1)C(=O)OC(C)(C)C)F)NC1=C(C=CC=C1)N(S(=O)(=O)C)C tertiary butyl 4-(4-((5-chloro-4-((2-(N-methylmethylsulfonamido)phenyl)amino)pyrimidin-2-yl)amino)-2-fluorophenyl)piperazin-1-carboxylate